N-Octanoyl-L-Methionine C(CCCCCCC)(=O)N[C@@H](CCSC)C(=O)O